C(CCCCCCCCCCC)OC(C(=C)C)=O.ClC1=CC=C(C=C1)C1OC(=C(C1=O)OS(=O)(=O)CC1=CC(=CC(=C1)F)F)N 2-(4-chlorophenyl)-4-[[3,5-difluorophenylmethylsulfonyl]oxy]-5-amino-3(2H)-furanone dodecyl-methacrylate